N-[(S)-(4,4-Difluorocyclohexyl)-[6-[(1R)-1-(4,4,4-trifluorobutanoylamino)ethyl]-1H-benzimidazol-2-yl]methyl]-1-[2-(difluoromethoxy)ethyl]pyrazole-4-carboxamide FC1(CCC(CC1)[C@H](NC(=O)C=1C=NN(C1)CCOC(F)F)C1=NC2=C(N1)C=C(C=C2)[C@@H](C)NC(CCC(F)(F)F)=O)F